copper methylacetylene CC#C.[Cu]